FC(OC1=C(C(=O)N[C@H](C(=O)O)CCN(CCCCC2=NC=3NCCCC3C=C2)CCOCC)C=CC=C1)F (S)-2-(2-(difluoromethoxy)benzamido)-4-((2-ethoxyethyl)(4-(5,6,7,8-tetrahydro-1,8-naphthyridin-2-yl)butyl)amino)butanoic acid